N-(2-methyl-4-bromophenyl)-3-(2-pyridyl)-2-benzyl-4-phenyl-pyrrole CC1=C(C=CC(=C1)Br)N1C(=C(C(=C1)C1=CC=CC=C1)C1=NC=CC=C1)CC1=CC=CC=C1